(4-(2-chloroacetamido)-2-methylphenyl)-3-(1-methyl-1H-pyrazol-4-yl)-1H-pyrazolo[3,4-c]pyridine-1-carboxylic acid tert-butyl ester C(C)(C)(C)OC(=O)N1N=C(C=2C1=CN=CC2C2=C(C=C(C=C2)NC(CCl)=O)C)C=2C=NN(C2)C